(R)-2-((3E,7E)-13-fluoro-12-(fluoromethyl)-4,8-dimethyltridecan-3,7,11-trien-1-yl)-2,5,7,8-tetramethylchroman-6-ol FCC(=CCC/C(=C/CC/C(=C/CC[C@]1(OC2=C(C(=C(C(=C2CC1)C)O)C)C)C)/C)/C)CF